CC=1C(=CC2=C(N=C(S2)S)C1)C 5,6-Dimethylbenzo[d]thiazole-2-thiol